CC=1C=CC(=C2C=CNC12)CCOC(C(C)(C)C)=O 2-(7-methyl-1H-indol-4-yl)ethyl-2,2-dimethylpropanoate